ClC1=CC(=C(C=N1)N)C1=C(C=C(C=C1)F)C 6-chloro-4-(4-fluoro-2-methylphenyl)pyridin-3-amine